1-(5-bromo-2-(isopropylsulfonyl)phenyl)-N,N-dimethylmethylamine BrC=1C=CC(=C(C1)CN(C)C)S(=O)(=O)C(C)C